C(C)(C)(C)OC(=O)N1C(CNCC1)C=1C2=C(N=CN1)N(C=C2I)S(=O)(=O)C2=CC=C(C)C=C2 (5-iodo-7-tosyl-7H-pyrrolo[2,3-d]pyrimidin-4-yl)piperazine-1-carboxylic acid tert-butyl ester